((1s,3s)-3-hydroxy-3-methylcyclobutyl)(6-(4-(trifluoromethoxy)benzyl)-2-azaspiro[3.3]hept-2-yl)methanone OC1(CC(C1)C(=O)N1CC2(C1)CC(C2)CC2=CC=C(C=C2)OC(F)(F)F)C